BrC(C(=O)OC(C)(C)C)C1=CC=CC=2N(C(N(C21)C)=O)C(C)(C)C tert-butyl 2-bromo-2-(1-(tert-butyl)-3-methyl-2-oxo-2,3-dihydro-1H-benzo[d]imidazol-4-yl)acetate